OC1=C(C=CC(=C1)C(C)(C)C)C=1NC(=C(N1)C1=CC=CC=C1)C1=CC=CC=C1 2-(2-hydroxyl-4-t-butylphenyl)-4,5-diphenylimidazole